2-[1-(2,2-difluoroethyl)-1H-pyrazolo[3,4-b]pyrazin-6-yl]-7-[2-(trifluoromethyl)pyridin-4-yl]-2,7-diazaspiro[4.4]nonan-1-one FC(CN1N=CC=2C1=NC(=CN2)N2C(C1(CC2)CN(CC1)C1=CC(=NC=C1)C(F)(F)F)=O)F